C1CNC1 3-azacyclobutane